bis(4-ethoxyphenyl)-fluorene C(C)OC1=CC=C(C=C1)C1=C(C=2CC3=CC=CC=C3C2C=C1)C1=CC=C(C=C1)OCC